4-[(3S)-3-amino-3-methylpyrrolidin-1-yl]-2-cyano-2'-methoxy-N-(2-methylpropyl)-[3,4'-bipyridine]-5-carboxamide N[C@@]1(CN(CC1)C1=C(C(=NC=C1C(=O)NCC(C)C)C#N)C1=CC(=NC=C1)OC)C